6,7-dichloro-5-(2-fluorophenyl)-1,3-dihydro-1,4-benzodiazepine-2-Thione ClC1=C(C=CC2=C1C(=NCC(N2)=S)C2=C(C=CC=C2)F)Cl